FC1=CC=C(C=C1)C1=C(N=C(C2=CC3=C(C=C12)C=NN3)OCCOCC(=O)O)C(C)C 2-[2-[[5-(4-fluorophenyl)-6-isopropyl-1H-pyrazolo[4,3-g]isoquinolin-8-yl]oxy]ethoxy]acetic acid